N1(CCCCC1)C1=CC=C(N)C=C1 4-(1-piperidyl)aniline